ribofuranosyl-thymine C1([C@H](O)[C@H](O)[C@H](O1)CO)CC=1C(NC(NC1)=O)=O